CC1CC=2N(CC1)N=NC2C(=O)O 5-methyl-4,5,6,7-tetrahydro-[1,2,3]triazolo[1,5-a]pyridine-3-carboxylic acid